N1=CC=CC2=CC(=NC=C12)N (1,7)naphthyridin-6-amine